BrC=1C=C2CN(C(C2=CC1)=O)C1C(NC(CC1)=O)=O 3-(5-bromo-1-oxo-3H-isoindol-2-yl)piperidine-2,6-dione